(5-Chloro-6-cyanopyridin-2-yl)-1-(2-methoxypyrimidin-5-yl)-1-((5-(trifluoromethyl)-1H-pyrazol-3-yl)methyl)urea ClC=1C=CC(=NC1C#N)NC(N(CC1=NNC(=C1)C(F)(F)F)C=1C=NC(=NC1)OC)=O